F[B-](F)(F)F.N1(N=NC2=C1N=CC=C2)C(=[N+](C)C)N(C)C N-[(7-Aza-1H-benzotriazol-1-yl)(dimethylamino)methylene]-N-methylmethanaminium tetrafluoroborate